(R)-2-(((benzyloxy)carbonyl)amino)-3-(7-methylthio-thieno[3,2-b]pyridine-2-carboxamido)propionic acid phenyl ester C1(=CC=CC=C1)OC([C@@H](CNC(=O)C1=CC2=NC=CC(=C2S1)SC)NC(=O)OCC1=CC=CC=C1)=O